tert-butyl 2-oxo-2,5-dihydro-1H-pyrrole-1-carboxylate O=C1N(CC=C1)C(=O)OC(C)(C)C